N-((1R,2S,5R)-2-((S)-3-((2-(3-Aminopropyl)-6-(trifluoromethyl)quinazolin-4-yl)amino)-2-oxopyrrolidin-1-yl)-5-(tert-butylamino)cyclohexyl)acetamide NCCCC1=NC2=CC=C(C=C2C(=N1)N[C@@H]1C(N(CC1)[C@@H]1[C@@H](C[C@@H](CC1)NC(C)(C)C)NC(C)=O)=O)C(F)(F)F